(1S,3aS,6aR)-N-((S)-4-hydroxy-3-oxo-1-((R)-2-oxopyrrolidin-3-yl)butan-2-yl)-2-(1H-indole-2-carbonyl)octahydrocyclopenta[c]pyrrole-1-carboxamide OCC([C@H](C[C@@H]1C(NCC1)=O)NC(=O)[C@H]1N(C[C@@H]2[C@H]1CCC2)C(=O)C=2NC1=CC=CC=C1C2)=O